C(#N)C1=C(N=C2N(C1=O)C=C(C=C2[C@@H](C)NC2=C(C(=O)O)C=CC=C2)C)C2CC2 (R)-2-((1-(3-cyano-2-cyclopropyl-7-methyl-4-oxo-4H-pyrido[1,2-a]pyrimidin-9-yl)ethyl)amino)benzoic acid